2,4,6-trivinyl-pyridine (R)-6-(tert-butyldiphenylsilyloxy)hexyl-3-(bis(4-methoxyphenyl)(phenyl)methoxy)-2-hydroxypropylcarbamate [Si](C1=CC=CC=C1)(C1=CC=CC=C1)(C(C)(C)C)OCCCCCCOC(NC[C@H](COC(C1=CC=CC=C1)(C1=CC=C(C=C1)OC)C1=CC=C(C=C1)OC)O)=O.C(=C)C1=NC(=CC(=C1)C=C)C=C